ClC=1C=C(C=CC1C=1C(=CC=C2C=CN=C(C12)O)F)[C@H](CO)NC(=O)NC=1N=C(SC1)C#C 1-((1R)-1-(3-chloro-4-(7-fluoro-1-hydroxyisoquinolin-8-yl)phenyl)-2-hydroxyethyl)-3-(2-ethynylthiazol-4-yl)urea